3-(2-(1-(Pyridin-3-ylmethyl)-1H-pyrrolo[3,2-c]pyridin-6-yl)pyridin-4-yl)-5-(trifluoromethyl)-1,2,4-oxadiazole N1=CC(=CC=C1)CN1C=CC=2C=NC(=CC21)C2=NC=CC(=C2)C2=NOC(=N2)C(F)(F)F